NC1=CC=C(C=C1)N1CCN(CCC1)C(=O)OC(C)(C)C tert-butyl 4-(4-aminophenyl)-1,4-diazepan-1-carboxylate